Tetratetracontan CCCCCCCCCCCCCCCCCCCCCCCCCCCCCCCCCCCCCCCCCCCC